O\N=C(\N)/C1=CCCCO1 (E)-N'-hydroxy-3,4-dihydro-2H-pyran-6-carboximidamide